BrC1=C(SC(=C1)C=O)C=1SC(=CC1)C=1SC=CC1 bromo-2,2':5',2''-terthiophene-5-carbaldehyde